ClC1=NC=CC(=C1)C1=CC=C2C(=N1)SC(=N2)OC(C)C2CCN(CC2)C2=NC(=NO2)C(C)C 5-(4-(1-((5-(2-chloropyridin-4-yl)thiazolo[5,4-b]pyridin-2-yl)oxy)ethyl)piperidin-1-yl)-3-isopropyl-1,2,4-oxadiazol